Cl.C(C1=CC=CC=C1)C=1C=C(C=CC1)NC(=O)[C@@H]1CNC[C@H]1C1=CC=CC=C1 |r| (±)-trans-N-(3-benzylphenyl)-4-phenylpyrrolidine-3-carboxamide hydrochloride